disodium bicycloheptanedicarboxylic acid C1(C(CCCCC1)C(=O)O)(C1CCCCCC1)C(=O)O.[Na].[Na]